C1(CC1)C1=NC2=CC(=C(C=C2C(=N1)N[C@H](C)C1=CC(=CC=C1)NC=1C=NC(=CC1)C)OC)OC (R)-2-Cyclopropyl-6,7-dimethoxy-N-(1-(3-((6-methylpyridin-3-yl)amino)phenyl)ethyl)quinazoline-4-amine